2-azabicyclo[3.3.0]octane C12NCCC2CCC1